NC1=CC=C(C=N1)C1C(N(CC1)C)=O 3-(6-aminopyridin-3-yl)-1-methylpyrrolidin-2-one